CC1=NC=CC=C1NC(=O)C1CC12CCN(CC2)C(=O)OC(C(F)(F)F)C(F)(F)F 1,1,1,3,3,3-hexafluoropropan-2-yl (+)-1-((2-methylpyridin-3-yl)carbamoyl)-6-azaspiro[2.5]octane-6-carboxylate